N-Acetyl-N-[5-(p-chlorophenyl)-6-(1-{[p-(trifluoromethyl)phenyl]methyl}-1H-pyrazol-4-yl)-4-pyrimidinyl]acetamide C(C)(=O)N(C(C)=O)C1=NC=NC(=C1C1=CC=C(C=C1)Cl)C=1C=NN(C1)CC1=CC=C(C=C1)C(F)(F)F